5,8-bis(5-(3-hydroxyphenyl)-2-thienyl)-2,3-bis[3-(dodecyloxy)phenyl]quinoxaline OC=1C=C(C=CC1)C1=CC=C(S1)C1=C2N=C(C(=NC2=C(C=C1)C=1SC(=CC1)C1=CC(=CC=C1)O)C1=CC(=CC=C1)OCCCCCCCCCCCC)C1=CC(=CC=C1)OCCCCCCCCCCCC